3-(cyclohexylmethyl)-2,5-piperazinedione C1(CCCCC1)CC1C(NCC(N1)=O)=O